ClC=1C(=C(C=CC1C1=C(N=C(S1)C=1OC(=NN1)C(C)(C)O)C(=O)N1CCC(CC1)(F)F)S(=O)(=O)N[C@H](C(F)(F)F)C)C 3-chloro-4-(4-(4,4-difluoropiperidine-1-carbonyl)-2-(5-(2-hydroxypropan-2-yl)-1,3,4-Oxadiazol-2-yl)thiazol-5-yl)-2-methyl-N-((S)-1,1,1-trifluoropropan-2-yl)benzenesulfonamide